5-fluoro-1H-benzimidazole-2-carbaldehyde FC1=CC2=C(NC(=N2)C=O)C=C1